C(C)(C)(C)C1=CC=C(C=C1)C1=C2C=C(C(C2=CC=C1)[SiH2]C)C (4-(4-(tert-butyl)phenyl)-2-methyl-1H-inden-1-yl)(methyl)silane